2-((2-chloro-5-(trifluoromethyl)pyrimidin-4-yl)oxy)-1-fluoro-5,6,8,9,10,11-hexahydro-7H-pyrido[3',4':4,5]pyrrolo[2,3-f]isoquinolin-7-one ClC1=NC=C(C(=N1)OC=1N=CC=2CCC3=C(C2C1F)NC1=C3C(NCC1)=O)C(F)(F)F